6-(4-amino-2,6-dichlorophenoxy)-4,5-dimethylpyridazin-3(2H)-one NC1=CC(=C(OC=2C(=C(C(NN2)=O)C)C)C(=C1)Cl)Cl